2-(2-(2-Hydroxy-3-morpholinopropyl)-5-methylphenoxy)benzonitrile OC(CC1=C(OC2=C(C#N)C=CC=C2)C=C(C=C1)C)CN1CCOCC1